C(N)(OC(CC1=CC(=CC=C1)\N=N\C1=C(C=CC=C1F)F)(C)C)=O (E)-{3-[(2,6-difluorophenyl) diazenyl]Phenyl tert-butyl} carbamate